4-chloro-2-methyl-N-(tetrahydro-2H-pyran-4-yl)quinoline-6-carboxamide ClC1=CC(=NC2=CC=C(C=C12)C(=O)NC1CCOCC1)C